ClC=1C=C(C=CC1OCC1=CC(=CC=C1)F)NC1=NC=NC2=CC=C(C=C12)C=1OC(=CC1)CNCCS(=O)(=O)C N-(3-chloro-4-((3-fluorobenzyl)oxy)phenyl)-6-(5-(((2-(methylsulfonyl)ethyl)amino)methyl)furan-2-yl)quinazolin-4-amine